2-(((1R)-1-(2-cyano-3-(((2,2-difluoro-1-methylcyclopropyl)methyl)amino)-7-methylquinoxalin-5-yl)ethyl)amino)benzoic acid C(#N)C1=NC2=CC(=CC(=C2N=C1NCC1(C(C1)(F)F)C)[C@@H](C)NC1=C(C(=O)O)C=CC=C1)C